ClC=1C2=C(C(N(C1)C([2H])([2H])[2H])=O)C(=CS2)NC2=CC(=NC=C2C(=O)O)NC(=O)C2CC2 4-((7-Chloro-5-(methyl-d3)-4-oxo-4,5-dihydrothieno[3,2-c]pyridin-3-yl)amino)-6-(cyclopropanecarboxamido)nicotinic acid